C(C)(C)(C)O tertiary Butyl Alcohol